CN1N=CC=2C1=CN=C(C2)[C@@H](C)NC(CC2=CC=C(C=C2)C2(CC2)C(F)(F)F)=O (R)-N-(1-(1-methyl-1H-pyrazolo[3,4-c]pyridin-5-yl)ethyl)-2-(4-(1-(trifluoromethyl)cyclopropyl)phenyl)acetamide